3-(4-Bromofuran-2-yl)-3-oxopropanoic acid methyl ester COC(CC(=O)C=1OC=C(C1)Br)=O